COC(C1=C(C=C(C=C1F)Br)OC(F)F)=O 4-bromo-2-(difluoromethoxy)-6-fluorobenzoic acid methyl ester